6,6,9-trimethyl-1-(trimethylsilyloxy)-6H-benzo[c]chromen-3-yl trifluoromethanesulfonate FC(S(=O)(=O)OC1=CC(=C2C3=C(C(OC2=C1)(C)C)C=CC(=C3)C)O[Si](C)(C)C)(F)F